FC1=C(CN2C=NC3=C2C=C(C=C3)C3=NNC(=C3)NC(C3=CC=C(C=C3)NC3CCN(CC3)C)=O)C=CC=C1 N-(3-(1-(2-fluorobenzyl)-1H-benzo[d]imidazol-6-yl)-1H-pyrazol-5-yl)-4-((1-methylpiperidin-4-yl)amino)benzamide